(1,3-bis(octanoyloxy)-2-((octanoyloxy)methyl)propan-2-yl)-N-octanoylglycine C(CCCCCCC)(=O)OCC(COC(CCCCCCC)=O)(COC(CCCCCCC)=O)N(CC(=O)O)C(CCCCCCC)=O